Cl.CCN1C(C=2C(=C(C(=NC2C)C)C)C)(CCC1)C hexamethylnicotine hydrochloride